ClCC(CF)O 1-chloro-3-fluoro-2-propanol